4-[2-(3,4-Difluorophenyl)-4-oxo-thiazolidin-3-yl]-3-methyl-benzoic acid propyl ester C(CC)OC(C1=CC(=C(C=C1)N1C(SCC1=O)C1=CC(=C(C=C1)F)F)C)=O